BrC1=CN=C(C=C1C(=O)N[C@@H](CCOC1CC(C1)CCC1=NC=2NCCCC2C=C1)C(=O)O)O N-(5-bromo-2-hydroxyisonicotinoyl)-O-((1R,3R)-3-(2-(5,6,7,8-tetrahydro-1,8-naphthyridin-2-yl)ethyl)cyclobutyl)-L-homoserine